C(C1=CC=CC=C1)NS(=O)(=O)C1=CC(=CC=C1)C=1C=CC=2N=CN=C(C2N1)N1CC(NCC1)=O N-benzyl-3-[4-(3-oxopiperazin-1-yl)pyrido[3,2-d]pyrimidin-6-yl]benzene-1-sulfonamide